FC=1C=C(C=CC1)C1COC2=CC(=CC=C2C1C1=CC=C(C=C1)N1CCC(CC1)CN1CCC2(CN(C2)C=2C=C3CN(C(C3=CC2)=O)C2C(NC(CC2)=O)=O)CC1)O 3-(5-(7-((1-(4-(3-(3-fluorophenyl)-7-hydroxyl-chroman-4-yl)phenyl)piperidin-4-yl)methyl)-2,7-diazaspiro[3.5]nonane-2-yl)-1-oxoisoindol-2-yl)piperidin-2,6-dione